FC(CNC1CCC=2C=C(C(=C(C2C1)F)N1CC(NS1(=O)=O)=O)O)(C)F 5-{7-[(2,2-difluoropropyl)amino]-1-fluoro-3-hydroxy-5,6,7,8-tetrahydronaphthalen-2-yl}-1λ6,2,5-thiadiazolidine-1,1,3-trione